(±)-1-{2-[8-[bis-(4-methoxybenzyl)amino]-6-(4-ethylpyridin-3-yl)-[2,7]Naphthyridin-3-ylamino]Pyridin-4-yl}propan-1-ol COC1=CC=C(CN(C=2N=C(C=C3C=C(N=CC23)NC2=NC=CC(=C2)[C@@H](CC)O)C=2C=NC=CC2CC)CC2=CC=C(C=C2)OC)C=C1 |r|